P12PC3C4C=CC5=C4C=CC=C5CCC=CCCC5=CC=CC4=C5C=CC4C4CC(C(CCC(CC1C3)=O)C4)CC(CC2)=O diphosphaoctacyclo[28.6.4.13,36.128,31.04,8.07,12.019,24.023,27]dotetraconta-5,7,9,11,15,19,21,23,25-nonaene-34,39-dione